C(C)(C)(C)OC(=O)N[C@@H](C(=O)O)CC1=CC(=C(C=C1)OC)Cl (R)-2-((tert-butoxycarbonyl)amino)-3-(3-chloro-4-methoxy-phenyl)propionic acid